octadecyl-dimethyl-trimethyl-trisilyl-propyl-ammonium chloride [Cl-].C(CCCCCCCCCCCCCCCCC)C(C([N+]([SiH3])([SiH3])[SiH3])(C)C)C(C)(C)C